tert-butyl ((2-(3-((3R,4R)-3-fluoro-4-hydroxypyrrolidine-1-carbonyl)phenoxy)-6-(trifluoromethyl)pyridin-4-yl)methyl)carbamate F[C@@H]1CN(C[C@H]1O)C(=O)C=1C=C(OC2=NC(=CC(=C2)CNC(OC(C)(C)C)=O)C(F)(F)F)C=CC1